tert-Butyl (3S)-3-[(1R)-2-[[2-(cyclobutylamino)-6-(4-methylpiperazin-1-yl)pyridine-4-carbonyl]-amino]-1-hydroxy-ethyl]-7-hydroxy-3,4-dihydro-1H-isoquinoline-2-carboxylate C1(CCC1)NC1=NC(=CC(=C1)C(=O)NC[C@@H](O)[C@H]1N(CC2=CC(=CC=C2C1)O)C(=O)OC(C)(C)C)N1CCN(CC1)C